(S)-3-Chloro-N-(1-(6,7-difluoro-1-oxo-1,2-dihydroisoquinolin-4-yl)ethyl)-4-fluoro-N-methylbenzamide ClC=1C=C(C(=O)N(C)[C@@H](C)C2=CNC(C3=CC(=C(C=C23)F)F)=O)C=CC1F